C1(CCCC1)N1C2=NC(=NC=C2N=C1NC1=CC=CC=C1)NC1=CC=C(C=C1)N1CCC(CC1)N(C)CC=1C=C(C=CC1)C1C(NC(CC1)=O)=O 3-(3-(((1-(4-((9-cyclopentyl-8-(phenylamino)-9H-purin-2-yl)amino)phenyl)piperidin-4-yl)(methyl)amino)methyl)phenyl)piperidine-2,6-dione